OC=1C(=C([C@H]2COC3=C(C(=CC=C3C2)O)OC)C=C(C1OC)OC)OC (3S)-3',7-dihydroxy-2',4',5',8-tetramethoxyisoflavan